ClC=1C=C(C=C(C1)Cl)C=1OC2=C(N1)C=CC(=C2)C(=O)OC2CN(CC2)C2=NC=NC=C2 1-(pyrimidin-4-yl)pyrrolidin-3-yl 2-(3,5-dichlorophenyl)benzo[d]oxazole-6-carboxylate